CN(C(=O)[C@H]1N(C(OC1)=O)C1=NC(=CC(=C1)C(F)(F)F)C)C1=CC=C2C=CN(C2=C1)S(=O)(=O)C1=CC=C(C)C=C1 (S)-N-methyl-3-(6-methyl-4-(trifluoromethyl)-pyridin-2-yl)-2-oxo-N-(1-tosyl-1H-indol-6-yl)oxazolidine-4-carboxamide